ClC=1C=C(C=CC1)N1N=C(C(=C1)/C=C/C(=O)N[C@@H](CC1=CNC2=CC=CC=C12)C(=O)O)C1=CC=2CCCCC2C=C1 (E)-(3-(1-(3-chlorophenyl)-3-(5,6,7,8-tetrahydronaphthalen-2-yl)-1H-pyrazol-4-yl)acryloyl)-L-tryptophan